Methyl 7-(cyclohex-1-en-1-yl)-8-oxo-1,3,4,8-tetrahydropyrido[2,1-c][1,4]oxazine-9-carboxylate C1(=CCCCC1)C=1C(C(=C2COCCN2C1)C(=O)OC)=O